C(#N)C=1C=C(C=CC1F)N1N=CC(=C1)[C@H](C(=O)NC1=NNC(=C1)C1CC1)C (R)-2-(1-(3-cyano-4-fluorophenyl)-1H-pyrazol-4-yl)-N-(5-cyclopropyl-1H-pyrazol-3-yl)propanamide